methyl (S)-2-(3-aminoprop-1-yn-1-yl)-4-((2-(2-(4-(4-chlorophenyl)-2,3,9-trimethyl-6H-thieno[3,2-f][1,2,4]triazolo[4,3-a][1,4]diazepin-6-yl)acetamido)ethyl)carbamoyl)benzoate NCC#CC1=C(C(=O)OC)C=CC(=C1)C(NCCNC(C[C@H]1C=2N(C3=C(C(=N1)C1=CC=C(C=C1)Cl)C(=C(S3)C)C)C(=NN2)C)=O)=O